4-[(R)-(2-aminophenyl)(methyl)phosphoryl]-N-[(3S)-piperidin-3-yl]-5-(trifluoromethyl)pyrimidin-2-amine NC1=C(C=CC=C1)[P@](=O)(C)C1=NC(=NC=C1C(F)(F)F)N[C@@H]1CNCCC1